O1COC2=C1C=CC=C2OC2=CC(=C(C=C2)C(=O)C2=CNC=1N=CN=C(C12)N[C@H]1CO[C@@H](CC1)CO)Cl (4-(benzo[d][1,3]dioxolan-4-yloxy)-2-chlorophenyl)(4-(((3R,6S)-6-(hydroxymethyl)tetrahydro-2H-pyran-3-yl)amino)-7H-pyrrolo[2,3-d]pyrimidin-5-yl)methanone